6-{[4-(4-methoxyphenyl)-9-azabicyclo[4.2.1]non-3-en-3-yl]methoxy}-2,3-dihydro-1H-isoindol-1-one COC1=CC=C(C=C1)C1=C(CC2CCC(C1)N2)COC2=CC=C1CNC(C1=C2)=O